N-[(4-cyclopropanesulfonamidopyridin-2-yl)methyl]-5-(6-ethoxypyrazin-2-yl)-1,3,4-thiadiazole-2-carboxamide C1(CC1)S(=O)(=O)NC1=CC(=NC=C1)CNC(=O)C=1SC(=NN1)C1=NC(=CN=C1)OCC